(Z)-2-((dimethylamino)methylene)-5-methylcyclohexane-1-one CN(C)\C=C\1/C(CC(CC1)C)=O